CN1N=NN=C1N1C(=NC2=C1C=CC=C2)OCC2=CC=CC(=N2)NS(=O)(=O)C N-(6-(((1-(1-Methyl-1H-tetrazol-5-yl)-1H-benzo[d]imidazol-2-yl)oxy)methyl)pyridin-2-yl)methanesulfonamide